isopropyl 3-((methylsulfonyl)amino)-2-((1-phenylpyrrolidin-3-yl)methyl)piperidine-1-carboxylate CS(=O)(=O)NC1C(N(CCC1)C(=O)OC(C)C)CC1CN(CC1)C1=CC=CC=C1